(2r,5s)-5-(4-chlorobenzoylamino)-2-{5-[2-(trifluoromethoxy)ethoxy]-1,3,4-oxadiazol-2-yl}piperidine-1-carboxylic acid tert-butyl ester C(C)(C)(C)OC(=O)N1[C@H](CC[C@@H](C1)NC(C1=CC=C(C=C1)Cl)=O)C=1OC(=NN1)OCCOC(F)(F)F